[Si](C)(C)(C(C)(C)C)OCCN(C(OC(C)(C)C)=O)CC1=CN=C(S1)C(NC1=C(C(=CC=C1)C1=NC=CC(=C1Cl)C1=NC(=C(C=C1)C=O)OC)C)=O tert-butyl (2-((tert-butyldimethylsilyl)oxy)ethyl)((2-((3-(3'-chloro-5-formyl-6-methoxy-[2,4'-bipyridin]-2'-yl)-2-methylphenyl)carbamoyl)thiazol-5-yl)methyl)carbamate